[Te](=O)(=O)(O)O.B(O)(O)O boric acid tellurate